NCC(=O)N1C(C=2N(CC1)C(=C(N2)C2=CC(=C(C(=C2)F)F)F)NC2=NC=C(C(=C2)F)F)(C)C 2-amino-1-(3-((4,5-difluoropyridin-2-yl)amino)-8,8-dimethyl-2-(3,4,5-trifluorophenyl)-5,6-dihydroimidazo[1,2-a]pyrazin-7(8H)-yl)ethan-1-one